N2-(6-(8-oxa-3-azabicyclo[3.2.1]octan-3-yl)-2-methylpyridin-3-yl)spiro[3.3]heptane-2,6-diamine C12CN(CC(CC1)O2)C2=CC=C(C(=N2)C)NC2CC1(C2)CC(C1)N